C1(=CC=CC=C1)C(C(=O)OC(CC(C)OC(C1=CC=CC=C1)=O)CC(C)C)=O 6-methyl-2,4-heptanediol benzoate phenylglyoxylate